C(C)(C)(C)NS(=O)(=O)C1=CC(=CC=C1)C(=O)N1CC2(C3=CC(=CC=C13)NS(=O)(=O)CCO)CCC1(CC2)CC1 N-(tert-butyl)-3-(5''-((2-hydroxyethyl)sulfonamido)dispiro[cyclopropane-1,1'-cyclohexane-4',3''-indoline]-1''-carbonyl)benzenesulfonamide